methyl 6-((1-(5-((tert-butoxycarbonyl)amino)pentyl)-5-(((triisopropylsilyl)oxy)methyl)-1H-benzo[d]imidazol-2-yl)carbamoyl)picolinate C(C)(C)(C)OC(=O)NCCCCCN1C(=NC2=C1C=CC(=C2)CO[Si](C(C)C)(C(C)C)C(C)C)NC(=O)C2=CC=CC(=N2)C(=O)OC